(1R,2R)-2-(allyloxy)-2,3-dihydro-1H-inden-1-amine C(C=C)O[C@H]1[C@@H](C2=CC=CC=C2C1)N